ClC=1C(=NC(=NC1)NC1CCOCC1)C=1C=C2C(N(C(C2=CC1)CCN1C(C2=CC=CC=C2C1=O)=O)CC(=O)N[C@H](C)C1=CC(=CC=C1)OC)=O 2-(5-(5-chloro-2-((oxan-4-yl)amino)pyrimidin-4-yl)-1-(2-(1,3-dioxoisoindolin-2-yl)ethyl)-3-oxoisoindolin-2-yl)-N-((R)-1-(3-methoxyphenyl)ethyl)acetamide